COC1=CC=C(CN2C=3N(C4=C(C2=O)CN(CC4)CC4=CC=CC=C4)CCCN3)C=C1 6-(4-methoxybenzyl)-3-benzyl-1,2,3,4,6,8,9,10-octahydro-5H-pyrido[3,4-e]pyrimido[1,2-a]pyrimidin-5-one